O=C1[C@H]([C@H](CC1)CC(=O)[O-])CCCCC |r| [(1RS,2SR)-3-oxo-2-pentylcyclopentyl]acetate